C(C)(=O)[C@H]1CCC2[C@@]1(C[C@@H](C1[C@]3(CCC(N(C3=CCC12)CCC)=O)C)O)C (4aR,5S,6aS,7S)-7-acetyl-5-hydroxy-4a,6a-dimethyl-1-propyl-1,3,4,4a,4b,5,6,6a,7,8,9,9a,9b,10-tetradecahydro-2H-indeno[5,4-f]-quinolin-2-one